C1(=CC=CC=C1)C(C1=CC=CC=C1)=NC1=CC(=CC(=N1)C(=O)N(C1=CC=CC=C1)C)NC1=C(C=CC=C1)OC 6-((diphenylmethylene)amino)-4-((2-methoxyphenyl)amino)-N-methyl-N-phenyl-picolinamide